C1=CC=CC=2[Se]C3=CC=CC=C3N(C12)C1=CC=C([Se]1)\C=C/1\C(C2=CC3=C([Se]C=C3)C=C2C1=O)=O (Z)-6-((5-(10H-phenoselenazin-10-yl)selenophen-2-yl)methylene)-5H-indeno[5,6-b]selenophene-5,7(6H)-dione